(3S,4S)-3-fluoro-4-methoxypiperidine F[C@H]1CNCC[C@@H]1OC